FC1=C(C(=O)OC(C)(C)C)C(=CC=N1)F tert-butyl 2,4-difluoronicotinate